N-((1r,3r)-3-((5-(1-(2,2-difluoroethyl)-1H-benzo[d][1,2,3]triazol-6-yl)-7H-pyrrolo[2,3-d]pyrimidin-2-yl)amino)-1-methylcyclobutyl)acetamide FC(CN1N=NC2=C1C=C(C=C2)C2=CNC=1N=C(N=CC12)NC1CC(C1)(C)NC(C)=O)F